N-(2-fluoro-4-methyl-5-(8-morpholinoimidazo[1,2-a]pyridin-6-yl)phenyl)-3-isopropyl-2,5-dihydro-1H-pyrrole-1-carboxamide FC1=C(C=C(C(=C1)C)C=1C=C(C=2N(C1)C=CN2)N2CCOCC2)NC(=O)N2CC(=CC2)C(C)C